C(CCCCCCCCC)[C@@H]1[C@H](C(N([C@H](C(N[C@H](C(N[C@H](C(N[C@H](C(NCC(O1)=O)=O)CO)=O)CO)=O)C(CC)CC)=O)CC(C)C)C)=O)C (6S,9S,12S,15S,18R,19R)-19-decyl-12-(1-ethylpropyl)-6,9-bis(hydroxymethyl)-15-isobutyl-16,18-dimethyl-1-oxa-4,7,10,13,16-pentazacyclononadecane-2,5,8,11,14,17-hexone